C(CCCCC(=O)[O-])C(=O)OCCCC butyl 1,5-pentanedicarboxylate